ClC=1NC(C2=C(N1)C(=C(N=C2OC([2H])([2H])[C@H]2NC(CC=CC2)([2H])[2H])Cl)F)=O (S)-2,7-Dichloro-8-fluoro-5-((2,3,6,7-tetrahydro-1H-azepin-2-yl-7,7-d2)methoxy-d2)pyrido[4,3-d]pyrimidin-4(3H)-one